FC1=C(C=C(C=C1)F)C1=CC=C(C=C1)N1C(N(CCC1)C=1SC=C(N1)C)=O 1-(2',5'-difluoro-[1,1'-biphenyl]-4-yl)-3-(4-methylthiazol-2-yl)tetrahydropyrimidin-2(1H)-one